COC=1N(C(=C(N1)C)C)C(=O)NCCC1=CC=CC=C1 2-Methoxy-4,5-dimethyl-N-phenethyl-1H-imidazole-1-carboxamide